1-(benzyloxy)-3-(1-ethoxyvinyl)(trifluoromethyl)benzene C(C1=CC=CC=C1)OC1=C(C(=CC=C1)C(=C)OCC)C(F)(F)F